N-hydroxypyridine-2,3-dicarboximide ON1C(=O)C2=NC=CC=C2C1=O